S(=O)(=O)(C1=CC=C(C)C=C1)N1N=CC2=CC=C(C=C12)N(NC(=O)OC(C)(C)C)C(=O)OC(C)(C)C di-tert-butyl 1-(1-tosyl-1H-indazol-6-yl)hydrazine-1,2-dicarboxylate